potassium 2-ethyl-hexane C(C)C(C)CCCC.[K]